NC1=CC=C(C=C1)CC(=O)NCC1=CC=NC=C1 2-(4-aminophenyl)-N-(pyridin-4-yl-methyl)acetamide